NC1=NC=NN2C1=C(C(=N2)C2=CCC1(CCN(CC1)C(C=C)=O)CC2)C2=NC=CC=N2 1-(9-(4-amino-5-(pyrimidin-2-yl)pyrazolo[5,1-f][1,2,4]-triazin-6-yl)-3-azaspiro[5.5]undec-8-en-3-yl)prop-2-en-1-one